tert-butyl 3-(5-ethynylfuran-2-yl)-5,6-dihydroimidazo[1,2-a]pyrazine-7(8H)-carboxylate C(#C)C1=CC=C(O1)C1=CN=C2N1CCN(C2)C(=O)OC(C)(C)C